2-Hydroxyethyl (1-(5-(5-(thiophen-2-yl)isoxazole-3-carboxamido)pentyl)azetidin-3-yl)carbamate S1C(=CC=C1)C1=CC(=NO1)C(=O)NCCCCCN1CC(C1)NC(OCCO)=O